Tetrafluorobenzenedimethanol FC(O)(C=1C(=CC=CC1)C(O)(F)F)F